(S)-2-((6-(2-(4-Chlorobenzofuran-7-yl)ethoxy)-3',6'-dihydro-[2,4'-bipyridine]-1'(2'H)-yl)methyl)-1-(oxetane-2-ylmethyl)-1H-benzo[d]imidazole-6-carboxylic acid methyl ester COC(=O)C=1C=CC2=C(N(C(=N2)CN2CCC(=CC2)C2=NC(=CC=C2)OCCC2=CC=C(C=3C=COC32)Cl)C[C@H]3OCC3)C1